N-(6-amino-5-ethylpyridin-3-yl)-2-oxoacetamide NC1=C(C=C(C=N1)NC(C=O)=O)CC